N-[2-[2-[2-[2-(2-aminoethoxy)ethoxy]ethoxy]ethoxy]ethyl]-2,3-bis[(Z)-octadec-9-enoxy]-N-octylpropanamide NCCOCCOCCOCCOCCN(C(C(COCCCCCCCC\C=C/CCCCCCCC)OCCCCCCCC\C=C/CCCCCCCC)=O)CCCCCCCC